C1(CC1)C(=O)NC1=CC(=C(N=N1)C(=O)NC([2H])([2H])[2H])NC1=C(C(=CC=C1)C=1N=C(OC1C)C)OC 6-cyclopropaneamido-4-{[3-(2,5-dimethyl-1,3-oxazol-4-yl)-2-methoxyphenyl]amino}-N-(2H3)methylpyridazine-3-carboxamide